C(CC)[C@@H]1CC[C@H](CC1)C1=CC=C(C=C1)B(O)O 4-(trans-4'-propylcyclohexyl)phenylboronic acid